ClC1=CC=C(C(=O)O)C=C1Cl 4,5-dichloro-benzoic acid